OC=1C=C(C=2N(C1)N=CC2C#N)C=2C=NC(=CC2)N2CC1N(C(C2)C1)C(C1=CN=C(C=C1)OC)=O 6-hydroxy-4-(6-(6-(6-methoxynicotinoyl)-3,6-diazabicyclo[3.1.1]hept-3-yl)pyridin-3-yl)pyrazolo[1,5-a]pyridine-3-carbonitrile